N-(6-([3,4'-bipyridin]-4-ylthio)hexyl)-3-methyl-4-(piperazin-1-yl)aniline N1=CC(=C(C=C1)SCCCCCCNC1=CC(=C(C=C1)N1CCNCC1)C)C1=CC=NC=C1